N-(2,5-dichlorothiophen-3-yl)carbamic acid tert-butyl ester C(C)(C)(C)OC(NC1=C(SC(=C1)Cl)Cl)=O